N-[5-(1H-benzimidazol-2-yl)-1-[(4-methoxyphenyl)methyl]-pyrazol-3-yl]-3-chloro-4-hydroxy-benzamide N1C(=NC2=C1C=CC=C2)C2=CC(=NN2CC2=CC=C(C=C2)OC)NC(C2=CC(=C(C=C2)O)Cl)=O